N1N=[NH+]C=C1 1H-1,2,3-triazol-3-ium